CN1CC2=CC(=CC(=C2CC1)C)C=1N=C(C(=NC1)N)N1N=CC(=C1)OCC 5-(2,5-dimethyl-1,2,3,4-tetrahydroisoquinolin-7-yl)-3-(4-ethoxy-1H-pyrazol-1-yl)pyrazin-2-amine